1,3,8-trihydroxy-6-methyl-anthraquinone sodium [3-[2-(hydroxymethyl)imidazol-1-yl]-7-oxo-1,6-diazabicyclo[3.2.1]oct-3-en-6-yl]sulfate OCC=1N(C=CN1)C=1CN2C(N(C(C1)C2)OS(=O)(=O)[O-])=O.[Na+].OC2=CC(=CC=1C(C3=CC(=CC(=C3C(C21)=O)O)C)=O)O